3-(1-methyl-7-piperazin-1-yl-indazol-3-yl)piperidine-2,6-dione CN1N=C(C2=CC=CC(=C12)N1CCNCC1)C1C(NC(CC1)=O)=O